[(6,6'-bis(naphthalen-1-yl)[1,1'-binaphthalene]-2,2'-diyl)bis(oxy[1,2'-binaphthalene]-7,3-diyl)]dimethanol C1(=CC=CC2=CC=CC=C12)C=1C=C2C=CC(=C(C2=CC1)C1=C(C=CC2=CC(=CC=C12)C1=CC=CC2=CC=CC=C12)OC1=CC=C2C=C(C=C(C2=C1)C1=CC2=CC=CC=C2C=C1)CO)OC1=CC=C2C=C(C=C(C2=C1)C1=CC2=CC=CC=C2C=C1)CO